BrC=1C(=CC2=C(N=C(S2)C)C1)[N+](=O)[O-] 5-bromo-2-methyl-6-nitro-1,3-benzothiazole